CN1C(=NC=C1)C 1,2-dimethyl-imidazole